ClC1=NC=C(C(=C1)N1CC(CC1)N(C)C)I 1-(2-chloro-5-iodopyridin-4-yl)-N,N-dimethylpyrrolidin-3-amine